2-(2,3,4,6-tetrakis(3-methyl-9H-carbazol-9-yl)-5-(pyridin-3-yl)phenyl)benzo[d]thiazole CC=1C=CC=2N(C3=CC=CC=C3C2C1)C1=C(C(=C(C(=C1N1C2=CC=CC=C2C=2C=C(C=CC12)C)N1C2=CC=CC=C2C=2C=C(C=CC12)C)C=1C=NC=CC1)N1C2=CC=CC=C2C=2C=C(C=CC12)C)C=1SC2=C(N1)C=CC=C2